7-methyl-N-(1-methyl-1H-tetrazole-5-yl)-1-benzothiophene-6-formamide CC1=C(C=CC=2C=CSC21)C(=O)NC2=NN=NN2C